N-(4-cyclopentyl-2-fluorophenyl)-2-[(1-methyl-1H-1,2,3,4-tetrazol-5-yl)sulfonyl]-5-nitrobenzamide C1(CCCC1)C1=CC(=C(C=C1)NC(C1=C(C=CC(=C1)[N+](=O)[O-])S(=O)(=O)C1=NN=NN1C)=O)F